S1C(=NC2=C1C=CC=C2)NC(=O)C2=CC=C(CN1CCC3(CCN(CC3)C(=O)OC(C)(C)C)CC1)C=C2 tert-butyl 9-(4-(benzo[d]thiazol-2-ylcarbamoyl) benzyl)-3,9-diazaspiro[5.5]undecane-3-carboxylate